1,3,5-trimethyl-2,4,6-tris(3,5-di-t-butyl-4-hydroxy-benzyl)benzene CC1=C(C(=C(C(=C1CC1=CC(=C(C(=C1)C(C)(C)C)O)C(C)(C)C)C)CC1=CC(=C(C(=C1)C(C)(C)C)O)C(C)(C)C)C)CC1=CC(=C(C(=C1)C(C)(C)C)O)C(C)(C)C